C12CCC1C2 bicyclo[2.0.1]pentane